C1N(CCC2=CC=CC=C12)C[C@H](CN1CCOC2=C(C1=O)C=CC(=C2)CN(C)C)O 4-[(2R)-3-(3,4-dihydro-1H-isoquinolin-2-yl)-2-hydroxy-propyl]-8-[(dimethylamino)methyl]-2,3-dihydro-1,4-benzoxazepin-5-one